BrC1=CC=C2C(=CC(=NC2=C1)[C@@H]1[C@H](C1)C1=NC=CC(=N1)C)N1CC2(COC2)C1 6-(7-bromo-2-((1S,2S)-2-(4-methylpyrimidin-2-yl)cyclopropyl)quinolin-4-yl)-2-oxa-6-azaspiro[3.3]heptane